N-(2-(2-((3-fluorophenyl)selanyl)cyclohex-1-en-1-yl)ethyl)picolinamide FC=1C=C(C=CC1)[Se]C1=C(CCCC1)CCNC(C1=NC=CC=C1)=O